CN1C(CC(CC1)C(=O)NCC1=CC=C(C=C1)NC(OCC1=CC=C(C=C1)Cl)=O)=O 4-chlorobenzyl (4-((1-methyl-2-oxopiperidine-4-carboxamido)meth-yl)phenyl)carbamate